C(C)(C)(C)[C@H]1N(CCOC1CNC1=C(C=C(C=C1C)Cl)Br)C(=O)OC(CC1=C(C=CC(=C1)Cl)SCC1=CC=CC=C1)C 1-(2-(benzylthio)-5-chlorophenyl)propan-2-ol tert-butyl-(R)-2-(((2-bromo-4-chloro-6-methylphenyl)amino)methyl)morpholine-4-carboxylate